1-(4-amino-5-fluoro-2-pyridyl)-2-(dimethylamino)ethanol NC1=CC(=NC=C1F)C(CN(C)C)O